trimethoxy(7-octene-1-yl)silane CO[Si](CCCCCCC=C)(OC)OC